(2R,4S)-N-(4-bromophenyl)-4-fluoro-pyrrolidine-2-carboxamide hydrochloride Cl.BrC1=CC=C(C=C1)NC(=O)[C@@H]1NC[C@H](C1)F